C(C)N1CCC(CC1)N1C2=NC(=NC=C2N(C1=O)C)NC=1C=C2C=CC=NC2=CC1C 9-(1-ethylpiperidin-4-yl)-7-methyl-2-((7-methylquinolin-6-yl)amino)-7,9-dihydro-8H-purin-8-one